BrC1=CC(=NC=C1)C=O 4-Bromo-2-pyridinecarboxaldehyde